N-((3R,4S)-4-((6-(2,6-dichloro-3,5-dimethoxyphenyl)-8-(3,3-difluoropyrrolidin-1-yl)pyrido[3,4-d]pyrimidin-2-yl)amino)tetrahydrofuran-3-yl)acryl-amide ClC1=C(C(=C(C=C1OC)OC)Cl)C1=CC2=C(N=C(N=C2)N[C@H]2[C@H](COC2)NC(C=C)=O)C(=N1)N1CC(CC1)(F)F